COC1=CC=C(CN(C2=NC3=CC(=CC(=C3C=C2Cl)F)O)CC2=CC=C(C=C2)OC)C=C1 2-(Bis(4-methoxybenzyl)amino)-3-chloro-5-fluoroquinolin-7-ol